tert-butyl (4R)-2-(2-diazoacetyl)-4-(2,3,5,6-tetrafluorophenyl)pyrrolidine-1-carboxylate [N+](=[N-])=CC(=O)C1N(C[C@H](C1)C1=C(C(=CC(=C1F)F)F)F)C(=O)OC(C)(C)C